AMINOPROPANEDIOL CCC(N)(O)O